P(=O)([O-])([O-])[O-].[Ti+4].[Li+] lithium titanium phosphate